CC=1N(C(=CC1)C)C=1SC2=NC(=CC=C2N1)F 2-(2,5-dimethyl-1H-pyrrol-1-yl)-5-fluorothiazolo[5,4-b]pyridine